1-[4-[4-[[3-[4-(difluoromethoxy)phenyl]imidazo[1,2-a]pyrazin-8-yl]amino]-2-methylbenzoyl]piperazin-1-yl]-2-(methylamino)ethanone FC(OC1=CC=C(C=C1)C1=CN=C2N1C=CN=C2NC2=CC(=C(C(=O)N1CCN(CC1)C(CNC)=O)C=C2)C)F